methyl 6-((tert-butyldimethylsilyl)oxy)spiro(3.3)heptane-2-carboxylate [Si](C)(C)(C(C)(C)C)OC1CC2(CC(C2)C(=O)OC)C1